(cyclopentadienyl)dimethyldimethyl-(dimethylvinylsiloxy)silylmethylplatinum C1(C=CC=C1)[Pt](C([SiH2]O[SiH2]C=C(C)C)(C)C)(C)C